(S)-1-(2-(4-(5-(3,5-difluorophenyl)-4,5-dihydro-1H-pyrazole-1-carbonyl)piperazin-1-yl)-5-fluoropyrimidine-4-carbonyl)azetidine-3-carboxamide piperazine-1-carboxylate N1(CCNCC1)C(=O)O.FC=1C=C(C=C(C1)F)[C@@H]1CC=NN1C(=O)N1CCN(CC1)C1=NC=C(C(=N1)C(=O)N1CC(C1)C(=O)N)F